O1CCCC12CCN(CC2)CC2=CC(=NC(=C2)C(F)(F)F)N2C(C1=CC(=CC=C1C2)C2(COC2)CC2=NN=CN2C)=O 2-(4-((1-Oxa-8-azaspiro[4.5]decan-8-yl)methyl)-6-(trifluoromethyl)pyridin-2-yl)-6-(3-((4-methyl-4H-1,2,4-triazol-3-yl)methyl)oxetan-3-yl)isoindolin-1-one